6-(3-(4-chlorobenzyl)ureido)-N-methyl-N-(3-methylbenzyl)hexan-amide ClC1=CC=C(CNC(NCCCCCC(=O)N(CC2=CC(=CC=C2)C)C)=O)C=C1